C(C1=CC=CC=C1)N1C[C@@H]([C@H](C1)CO)C=1C=C(C(=O)OCC)C=CC1C ethyl 3-((3S,4R)-1-benzyl-4-(hydroxymethyl)pyrrolidin-3-yl)-4-methylbenzoate